S(=O)(=O)(O)O.COC1=C2CCOC(C2=CC=C1)C=1NCCN1 2-(5-methoxyisochroman-1-yl)-4,5-dihydro-1H-imidazole sulfate